[Cl-].C(C=C)(=O)OCC[N+](C)(C)C 2-acryloyloxyethyltrimethyl-ammonium chloride